CC1=CC=C(C=C1)S(=O)(=O)N1C=CC2=C1C=NC=C2C#N 1-(p-toluenesulfonyl)pyrrolo[2,3-c]pyridine-4-carbonitrile